C1=CC=CC=2C3=CC=CC=C3C(=CC12)C=1C=C2C=CC(=C(C2=CC1)C1=C(C=CC2=CC(=CC=C12)C=1C2=CC=CC=C2C=2C=CC=CC2C1)OC1=CC=C(C2=CC=CC=C12)CO)OC1=CC=C(C2=CC=CC=C12)CO [(6,6'-di(phenanthren-9-yl)[1,1'-binaphthalene]-2,2'-diyl)bis(oxynaphthalene-4,1-diyl)]dimethanol